6-chloro-5-methyl-3(2H)-pyridazinone ClC=1C(=CC(NN1)=O)C